C1(CC1)N1CC(OCC1)CNC1=C(NC=C1)C(=O)OCC Ethyl 3-(((4-cyclopropylmorpholin-2-yl) methyl) amino)-1H-pyrrole-2-carboxylate